C(C)(C)(C)OC(=O)N1CC(C(CC1)(C)C)OC=1C=C2COC(C2=CC1)=O 4,4-dimethyl-3-((1-oxo-1,3-dihydroisobenzofuran-5-yl)oxy)piperidine-1-carboxylic acid tert-butyl ester